3-aminomethyl-3,5,5-trimethylcyclohexan NCC1(CCCC(C1)(C)C)C